3-(2-(hydroxymethyl)morpholino)pyrrolidin OCC1OCCN(C1)C1CNCC1